N-(2-(4-(dimethylamino)piperidin-1-yl)ethyl)-4-methoxy-7-(1-methyl-6-oxo-1,6-dihydropyridin-3-yl)-N-(3-(methylamino)-3-oxopropyl)benzo[b]thiophene-2-carboxamide CN(C1CCN(CC1)CCN(C(=O)C1=CC2=C(S1)C(=CC=C2OC)C2=CN(C(C=C2)=O)C)CCC(=O)NC)C